(4S)-2-{[(2S)-1,4-Dioxan-2-yl]methyl}-4-methyl-8-(trifluoromethyl)-4,5-dihydro-2H-furo[2,3-g]indazol O1[C@H](COCC1)CN1N=C2C3=C(C[C@@H](C2=C1)C)OC=C3C(F)(F)F